The molecule is a docosanoid that is (4Z,7Z,11E,13Z,16Z,19Z)-docosahexaenoic acid carrying a hydroperoxy substituent at position 10. It is a docosanoid, a hydroperoxy fatty acid and a long-chain fatty acid. It derives from an all-cis-docosa-4,7,10,13,16,19-hexaenoic acid. It is a conjugate acid of a (4Z,7Z,11E,13Z,16Z,19Z)-10-hydroperoxydocosahexaenoate. CC/C=C\\C/C=C\\C/C=C\\C=C\\C(C/C=C\\C/C=C\\CCC(=O)O)OO